5-(1,2,3,6-tetrahydropyridin-4-yl)-1H-indazole-7-carboxamide HCl Cl.N1CCC(=CC1)C=1C=C2C=NNC2=C(C1)C(=O)N